4-{[3-(8-{[(3S,4R)-3-fluoro-1-methylpiperidin-4-yl]amino}-3-(2-methylprop-2-enamido)imidazo[1,2-a]pyridin-2-yl)prop-2-yn-1-yl]amino}-3-methoxy-N-methylbenzamide F[C@H]1CN(CC[C@H]1NC=1C=2N(C=CC1)C(=C(N2)C#CCNC2=C(C=C(C(=O)NC)C=C2)OC)NC(C(=C)C)=O)C